4-(5-hydroxy-7-(trifluoromethyl)-1H-benzo[d]imidazol-1-yl)pyrrolidin-2-one OC1=CC2=C(N(C=N2)C2CC(NC2)=O)C(=C1)C(F)(F)F